C(C)(=O)OC1=C(C=CC(=C1)SC(F)(F)F)N1N=C2CCN(CC3C2=C1CCN3)C(=O)OCC3=CC=CC=C3 benzyl 2-(2-acetoxy-4-((trifluoromethyl)thio)phenyl)-2,3,4,5,5a,6,8,9-octahydro-7H-1,2,5,7-tetraazabenzo[cd]azulene-7-carboxylate